2-ethyl-2'-isopropyl-1,1'-biphenyl C(C)C1=C(C=CC=C1)C1=C(C=CC=C1)C(C)C